C(=S)(C=1NC=CN1)C=1NC=CN1 thiocarbonyl-bis(imidazole)